trans-4-(2-methoxyethoxy)-cyclohexylamine COCCO[C@@H]1CC[C@H](CC1)N